O1CC[C@H]2[C@@H]1CN(C2)C2=C(C=C1C(=N2)COC1)C(=O)O |r| 2-[rac-(3aR,6aR)-2,3,3a,4,6,6a-hexahydrofuro[2,3-c]pyrrol-5-yl]-5,7-dihydrofuro[3,4-b]pyridine-3-carboxylic acid